3-(3-fluoro-4-methylphenyl)-N-(2-methoxy-5-(trifluoromethyl)phenyl)-3-(thiazol-2-yl)pyrrolidine-1-carboxamide FC=1C=C(C=CC1C)C1(CN(CC1)C(=O)NC1=C(C=CC(=C1)C(F)(F)F)OC)C=1SC=CN1